9-Cyclopropyl-6-fluoro-1,4,4-trimethyl-8-(3-methyl-1H-indol-7-yl)-5H-[1,2,4]triazolo[4,3-a]quinoxaline C1(CC1)C=1C(=CC(=C2NC(C=3N(C12)C(=NN3)C)(C)C)F)C=3C=CC=C1C(=CNC31)C